ClC=1C=NN(C1C1=C(OC=2C(=NC=NC2)N2CC3(C2)CCNCC3)C=CC(=C1)F)C(C)C 2-(5-{2-[4-chloro-1-(propan-2-yl)-1H-pyrazol-5-yl]-4-fluorophenoxy}pyrimidin-4-yl)-2,7-diazaspiro[3.5]nonane